O[C@@H]1[C@@H](CCCC1)CN(CCCCCCCC(=O)N(CCCCCCCCCC)CCCCCCCCCC)CCCCCCCC(=O)N(CCCCCCCCCC)CCCCCCCCCC 8,8'-((((1S,2S)-2-HYDROXYCYCLOHEXYL)METHYL)AZANEDIYL)BIS(N,N-DIDECYLOCTANAMIDE)